Cl.ClC1=CC=C(C=C1)[C@@H](C1=CC=CC=C1)CCN1CCCCC1 |r| 1-{2-[(RS)-(4-chlorophenyl)benzyl]ethyl}piperidine monohydrochloride